(3S,4S)-1-Cyclopropylmethyl-4-{[5-(2,4-difluoro-phenyl)-isoxazole-3-carbonyl]-amino}-piperidine-3-carboxylic acid (1-phenyl-cyclopropyl)-amide C1(=CC=CC=C1)C1(CC1)NC(=O)[C@H]1CN(CC[C@@H]1NC(=O)C1=NOC(=C1)C1=C(C=C(C=C1)F)F)CC1CC1